COC(=O)/C=C/C1=CC=C(C=C1)O p-hydroxy methyl cinnamate